FC1=C(C(=C(C=C1)CNC)OC)C=1C=C2C(=CN1)NN=C2C=2C=NN(C2)C 1-(4-Fluoro-2-methoxy-3-(3-(1-methyl-1H-pyrazol-4-yl)-1H-pyrazolo[3,4-c]pyridin-5-yl)phenyl)-N-methylmethanamine